NC1=C(C=NC=C1OC1CCC1)/C=C/C(=O)OCC ethyl (E)-3-(4-amino-5-cyclobutoxypyridin-3-yl)acrylate